2-(α-hydroxyisopropyl)naphthalene OC(C)(C)C1=CC2=CC=CC=C2C=C1